CC1=C(C=CC=C1)N=C=O 2-methylphenyl isocyanate